3-(2-(2-hydroxyethoxy)ethyl)-1-methyl-1H-imidazol-3-ium chloride [Cl-].OCCOCC[N+]1=CN(C=C1)C